2-[(furan-2-yl)methylidene]butanal O1C(=CC=C1)C=C(C=O)CC